CC=1C(=NC=CC1C)NCC1=CC(=C(C(=C1)O)N1CC(NS1(=O)=O)=O)F 5-[4-[[(3,4-dimethyl-2-pyridyl)amino]methyl]-2-fluoro-6-hydroxy-phenyl]-1,1-dioxo-1,2,5-thiadiazolidin-3-one